BrC=1C=C2C=CN(C(C2=C(C1F)F)=O)CCCC1OCCO1 6-bromo-2-[3-(1,3-dioxolan-2-yl)propyl]-7,8-difluoro-isoquinolin-1-one